CN(CCCN(CCCN(CC(C)O)CC(C)O)CCCN(C)C)C [(3-{bis[3-(dimethylamino)propyl]amino}propyl)imino]dipropan-2-ol